C(C)N1N=NC2=C1N=C(N=C2N2CCOCC2)C2=CC=C(C=C2)NC(=O)NC2=CC=C(C=C2)C(=O)N2CCN(CC2)C 1-(4-(3-ethyl-7-morpholinyl-3H-[1,2,3]triazolo[4,5-d]pyrimidin-5-yl)phenyl)-3-(4-(4-methylpiperazine-1-carbonyl)phenyl)urea